3-bromo-N-(3-nitrophenyl)pyridin-2-amine BrC=1C(=NC=CC1)NC1=CC(=CC=C1)[N+](=O)[O-]